2-amino-5-(2-ethyl-4-(2-hydroxy-2-(3-(trifluoromethyl)phenyl)acetamido)phenyl)-N-isopropylnicotinamide NC1=C(C(=O)NC(C)C)C=C(C=N1)C1=C(C=C(C=C1)NC(C(C1=CC(=CC=C1)C(F)(F)F)O)=O)CC